N1(CCNCC1)C1=CC=C(C=C1)C=1C=C2C(=NC1)NC=N2 6-(4-(piperazin-1-yl)phenyl)-3H-imidazo[4,5-b]pyridine